CN1C(=NC2=CC=CC=C2C1=O)CC1=C(C(=O)NO)C=CC=C1 {[3-methylquinazolin-4(3H)-on-2-yl]methyl}-N-hydroxybenzamide